FC1=C(C=CC(=C1)C1COC1)NC(=O)C=1N=C(SC1)C=1C(=NOC1C1=CC=C(C=C1)F)C(C)C N-(2-fluoro-4-(oxetan-3-yl)phenyl)-2-(5-(4-fluorophenyl)-3-isopropylisoxazol-4-yl)thiazole-4-carboxamide